2-((2-phenylprop-2-yl)oxy)ethan-1-amine C1(=CC=CC=C1)C(C)(C)OCCN